(1S,3S)-N'-(6-cyclopropyl-1,2,4-triazin-3-yl)-N3-(5-iodopyrimidin-2-yl)cyclopentane-1,3-diamine C1(CC1)C1=CN=C(N=N1)N([C@@H]1C[C@H](CC1)N)C1=NC=C(C=N1)I